NCC1=NNC(C2=CC=C(C=C12)C=1C=NN(C1C1=C(C2=CC=C(C=C2C=C1)F)C#N)C)=O 2-(4-(4-(aminomethyl)-1-oxo-1,2-dihydrophthalazin-6-yl)-1-methyl-1H-pyrazol-5-yl)-6-fluoro-1-naphthonitrile